2-[7-chloro-6-(trifluoromethyl)[1,2,4]triazolo[1,5-a]pyridin-2-yl]-DL-alaninamide ClC1=CC=2N(C=C1C(F)(F)F)N=C(N2)[C@](N)(C)C(=O)N |r|